(S)-2-(amino-d2)-4-oxo-5-(4-(trifluoromethyl)phenyl)-4,5-dihydrofuran-3-yl-5-d (phenyl-d5)methanesulfonate C1(=C(C(=C(C(=C1[2H])[2H])[2H])[2H])[2H])CS(=O)(=O)OC1=C(O[C@@](C1=O)([2H])C1=CC=C(C=C1)C(F)(F)F)N([2H])[2H]